bis(3-(bis(2-hydroxydodecyl)amino)propyl) 3-hydroxy-3-methylpentanedioate OC(CC(=O)OCCCN(CC(CCCCCCCCCC)O)CC(CCCCCCCCCC)O)(CC(=O)OCCCN(CC(CCCCCCCCCC)O)CC(CCCCCCCCCC)O)C